NC1=NC=CC=C1C1=NC=2C(=NC(=CC2)C2=C(C=CC=C2)F)N1C1=CC=C(CN2CCC(CC2)NC2=NC(=NC=C2)C#N)C=C1 4-((1-(4-(2-(2-Aminopyridin-3-yl)-5-(2-fluorophenyl)-3H-imidazo[4,5-b]pyridin-3-yl)benzyl)piperidin-4-yl)amino)pyrimidine-2-carbonitrile